(1R,2R,3R)-N-[7-chloro-6-[4-((3S,4S)-4-fluoro-3-methyl-tetrahydrofuran-3-yl)piperazin-1-yl]-3-isoquinolyl]-2-ethyl-3-(2-pyridyl)cyclopropanecarboxamide ClC1=C(C=C2C=C(N=CC2=C1)NC(=O)[C@@H]1[C@@H]([C@H]1C1=NC=CC=C1)CC)N1CCN(CC1)[C@]1(COC[C@H]1F)C